C1(=CC=CC=C1)CCOC(C(C)O)O phenylethyloxy-propan-1,2-diol